(12C)format [12CH](=O)[O-]